2-(1-[5-cyano-6-methyl-2-(pyrrolidin-1-yl)quinolin-8-yl]ethylamino)benzoic acid C(#N)C1=C2C=CC(=NC2=C(C=C1C)C(C)NC1=C(C(=O)O)C=CC=C1)N1CCCC1